C(C)(C)(C)OC(NCCCCCCCCCCBr)=O (10-bromodecyl)carbamic acid tert-butyl ester